naphthalene-2-carbaldehyde C1=C(C=CC2=CC=CC=C12)C=O